(+/-)-4-(3-(2-chloro-4-(tetrahydrofuran-3-yl)phenyl)-1,4-oxazepan-4-yl)-6-methylpyrimidin-2-amine ClC1=C(C=CC(=C1)C1COCC1)C1COCCCN1C1=NC(=NC(=C1)C)N